tert-butyl (3R*,4R)-4-fluoro-3-hydroxypiperidine-1-carboxylate F[C@H]1[C@@H](CN(CC1)C(=O)OC(C)(C)C)O |o1:2|